Cl.CC=1C(=C(CC2=C(C#N)C=CC=C2)C=C(C1)C)OCCN1CCOCC1 (3,5-Dimethyl-2-(2-morpholinoethoxy)benzyl)benzonitrile hydrochloride